C(C)(C)(C)C=1C(C(=CC(C1)=CC1=CC(=C(C=C1)OC)OC)C(C)(C)C)=O 2,6-di-tert-butyl-4-(3,4-dimethoxybenzylidene)cyclohexa-2,5-diene-1-one